(1R,2R)-1-(2-fluorophenyl)-3-(methoxymethoxy)propane-1,2-diol FC1=C(C=CC=C1)[C@H]([C@@H](COCOC)O)O